C1(CCCC2=CC=CC=C12)=O dihydronaphthalen-1(2H)-one